BrC1=CC(=C(C=C1OC)C(C)=O)OC (4-bromo-2,5-dimethoxyphenyl)ethanone